BrC=1C(=CC2=C(N(C=N2)COCC[Si](C)(C)C)C1)OCCN(C)C 2-[6-bromo-1-(2-trimethylsilylethoxymethyl)benzimidazol-5-yl]oxy-N,N-dimethyl-ethanamine